NC1=C2C(=NC=N1)N(N=C2C2=CC=C(C=C2)OC2=CC=CC=C2)[C@H]2[C@H](CN(CC2)C2CN(C2)COC(=O)N2CCC2)F (3-((3S,4R)-4-(4-amino-3-(4-phenoxyphenyl)-1H-pyrazolo[3,4-d]pyrimidin-1-yl)-3-fluoropiperidin-1-yl)azetidin-1-yl)methylazetidine-1-carboxylate